triethyl-(4-vinylbenzyl)-ammonium chloride [Cl-].C(C)[N+](CC1=CC=C(C=C1)C=C)(CC)CC